C1(CCCC1)OC1=CC(=C(C(=O)C=2C=CC(=C(C2)CCC(=O)O)OCC2=CC=C(C=C2)C2=CC(=NO2)O)C=C1)O 3-(5-[4-(cyclopentyloxy)-2-hydroxybenzoyl]-2-{[4-(3-hydroxy-5-isoxazolyl)-benzyl]oxy}phenyl)propanoic acid